1-(1-Ethoxyvinyl)-5-(2-methylpyridin-3-yl)-7-(trifluoromethyl)imidazo[1,2-a]Quinoxaline-4(5H)-one C(C)OC(=C)C1=CN=C2N1C1=CC=C(C=C1N(C2=O)C=2C(=NC=CC2)C)C(F)(F)F